BrC=1C=C(C=CC1)C(C(=O)N[C@@H](CC(=O)OCC)C=1C=C(C=C(C1F)C(F)(F)F)C1=C(C=CC=C1C)O)N1C(C=C(C(=C1)Cl)C(F)(F)F)=O ethyl (3S)-3-[2-(3-bromophenyl)-2-[5-chloro-2-oxo-4-(trifluoromethyl)pyridin-1-yl]acetamido]-3-[4-fluoro-2'-hydroxy-6'-methyl-5-(trifluoromethyl)-[1,1'-biphenyl]-3-yl]propanoate